5,5'-bis(dimethylboryl)-2,2':5',2''-terthiophene CB(C1C=CC(S1)=C1SC(C=C1)(C=1SC=CC1)B(C)C)C